N-((4-hydroxypiperidin-4-yl)methyl)acetamide OC1(CCNCC1)CNC(C)=O